(S)-4-(2-azaspiro[3.4]oct-6-yl)morpholine C1NCC12C[C@H](CC2)N2CCOCC2